ethyl 6-(2-fluorophenyl)-7-oxo-thieno[2,3-d]pyridazine-4-carboxylate FC1=C(C=CC=C1)N1N=C(C2=C(C1=O)SC=C2)C(=O)OCC